3-chloro-5-fluoro-4-(6-((6-(4-methylpiperazin-1-yl)pyrimidin-4-yl)amino)-1H-pyrazolo[4,3-c]pyridin-1-yl)benzonitrile ClC=1C=C(C#N)C=C(C1N1N=CC=2C=NC(=CC21)NC2=NC=NC(=C2)N2CCN(CC2)C)F